N3-(5,6-dihydro-11H-imidazo[1,2-a]pyrazolo[1,5-d][1,4]diazepin-8-yl)-7-fluoro-6-(4-methyl-5,6,7,8-tetrahydro-1,5-naphthyridin-3-yl)isoquinoline-3,8-diamine N=1C=CN2C1CN1C(CC2)=CC(=N1)NC=1N=CC2=C(C(=C(C=C2C1)C=1C=NC=2CCCNC2C1C)F)N